2,3-Dimethoxy-5-nitrophenyl benzenesulfonate C1(=CC=CC=C1)S(=O)(=O)OC1=C(C(=CC(=C1)[N+](=O)[O-])OC)OC